ClC=1C=C(C=C(C1OC1=NNC(C(=C1)C(C)C)=O)Cl)N1N=C(C(NC1=O)=O)C#N [3,5-dichloro-4-[(5-isopropyl-6-oxo-1,6-dihydropyridazin-3-yl)oxy]phenyl]-3,5-dioxo-2,3,4,5-tetrahydro-1,2,4-triazine-6-carbonitrile